N-(3-(tert-butyl)-5-methoxyphenyl)-1-(5-chloro-2-methoxyphenyl)-5-methyl-1H-1,2,3-triazole-4-carboxamide C(C)(C)(C)C=1C=C(C=C(C1)OC)NC(=O)C=1N=NN(C1C)C1=C(C=CC(=C1)Cl)OC